2-(4-(4-(Dimethylamino)piperidine-1-carbonyl)phenyl)-5-phenyl-4-(2-(3,4,5-trimethoxyphenyl)hydrazino)-2,4-dihydro-3H-pyrazol-3-one CN(C1CCN(CC1)C(=O)C1=CC=C(C=C1)N1N=C(C(C1=O)NNC1=CC(=C(C(=C1)OC)OC)OC)C1=CC=CC=C1)C